OC=1C=CC(=C(CC23C4=CC=CC(N4CC(CNC2)C3)=O)C1)[N+](=O)[O-] (5-hydroxy-2-nitrobenzyl)-7,11-diazatricyclo[7.3.1.0~2,7~]trideca-2,4-dien-6-one